(1'R,2'R)-5'-methyl-4'-oxo-2'-(prop-1-en-2-yl)-4-(((trifluoromethyl) sulfonyl) oxy)-1',2',3',4'-tetrahydro-[1,1'-biphenyl]-2,6-diyl diacetate C(C)(=O)OC1=C(C(=CC(=C1)OS(=O)(=O)C(F)(F)F)OC(C)=O)[C@H]1[C@@H](CC(C(=C1)C)=O)C(=C)C